5-methyl-thiazole CC1=CN=CS1